C(C)(C)(C)OC(=O)N(C(OC(C)(C)C)=O)C1=C(C=C(C=C1)C=1C=NC=NC1)[N+](=O)[O-] tert-butyl N-tert-butoxycarbonyl-N-(2-nitro-4-pyrimidin-5-yl-phenyl)carbamate